FC=1C=C(C(=NC1)C1=CC2=C(N(C(=N2)C)C)C=C1)C=1C=NNC1 5-(5-fluoro-3-(1H-pyrazol-4-yl)pyridin-2-yl)-1,2-dimethyl-1H-benzo[d]imidazole